C1(CC1)C=1C(=NC=CC1)C1=CC=C2C(=CN(C2=C1)CC(C)(C)C)[C@@H](C(F)F)NS(=O)(=O)C1CC1 (S)-N-(1-(6-(3-cyclopropylpyridin-2-yl)-1-neopentyl-1H-indol-3-yl)-2,2-difluoroethyl)cyclopropanesulfonamide